tert-butyl 7-formyl-2,3-dihydro-4H-benzo[b][1,4]oxazine-4-carboxylate C(=O)C=1C=CC2=C(OCCN2C(=O)OC(C)(C)C)C1